trimethyltris(3,3,3-trifluoropropyl)cyclotrisiloxane C[Si]1(O[Si](O[Si](O1)(CCC(F)(F)F)C)(CCC(F)(F)F)C)CCC(F)(F)F